5-(7-(Difluoromethyl)-6-(1-methyl-1H-pyrazol-4-yl)-3,4-dihydroquinolin-1(2H)-yl)-7-((R)-3-hydroxypyrrolidin-1-yl)-1,3-dimethyl-3,4-dihydro-1,6-naphthyridin-2(1H)-one FC(C1=C(C=C2CCCN(C2=C1)C1=C2CC(C(N(C2=CC(=N1)N1C[C@@H](CC1)O)C)=O)C)C=1C=NN(C1)C)F